N-(5-(2-oxaspiro[3.3]heptane-6-carbonyl)-5,6-dihydro-4H-pyrrolo[3,4-d]thiazol-2-yl)-4-(2-methoxyphenyl)-6-methylnicotinamide C1OCC12CC(C2)C(=O)N2CC=1N=C(SC1C2)NC(C2=CN=C(C=C2C2=C(C=CC=C2)OC)C)=O